tris[2-(methacryloyloxy) ethyl] phosphate P(=O)(OCCOC(C(=C)C)=O)(OCCOC(C(=C)C)=O)OCCOC(C(=C)C)=O